C1(CC1)C1=NC=NC(=C1C1=NN2C(N(C(C=C2)=O)CC2=CC=C(C=C2)C=2N(C=C(N2)C(F)(F)F)C(C)C)=N1)OC(F)F 2-(4-cyclopropyl-6-(difluoromethoxy)pyrimidin-5-yl)-4-(4-(1-isopropyl-4-(trifluoromethyl)-1H-imidazol-2-yl)benzyl)-[1,2,4]triazolo[1,5-a]pyrimidin-5(4H)-one